FC=1C=C2C(NC(=NC2=CC1)CCCCCCC(=O)NO)=O 7-(6-fluoro-4-oxo-3,4-dihydroquinazolin-2-yl)-N-hydroxyheptanamide